(1,2-Dithiolan-3-yl)pentanoic acid methyl ester COC(C(CCC)C1SSCC1)=O